NC(C(=O)O)C(C)(C)O 2-amino-3-hydroxy-3-methylbutanoic acid